N-((3R)-1-(5-chloro-7-fluoro-6-(3-hydroxy-1-naphthalenyl)-2,1-benzothiazol-3-yl)-3-piperidinyl)-2-propenamide ClC=1C(=C(C=2C(=C(SN2)N2C[C@@H](CCC2)NC(C=C)=O)C1)F)C1=CC(=CC2=CC=CC=C12)O